2,3-dihydro-1H-indene-1,3-dione C1(CC(C2=CC=CC=C12)=O)=O